benzonitrile platinum dichloride [Pt](Cl)Cl.C(C1=CC=CC=C1)#N